CN1CCC=2C3=C(N=C(C2C1)C1=CC2=C(N=C(S2)N)C=C1)C=CC=1NN=CC13 6-(9-methyl-8,9,10,11-tetrahydro-3H-indazolo[5,4-c][2,7]naphthyridin-7-yl)benzo[d]thiazol-2-amine